(3S,4R)-4-[(5R)-3-[2-hydroxy-4-methyl-6-(trifluoromethyl)phenyl]-5-methyl-5,6-dihydropyrrolo[2,3-c]pyridazin-7-yl]tetrahydropyran-3-ol OC1=C(C(=CC(=C1)C)C(F)(F)F)C1=CC2=C(N=N1)N(C[C@@H]2C)[C@H]2[C@@H](COCC2)O